N1=CC=C(C=C1)C1=NC(=NN1)S 5-(4-Pyridyl)-1H-1,2,4-triazole-3-thiol